BrC1=C(C=C(C(=O)N(C)[C@H]2COCC=3NC(C=4C=C(C=CC4C32)F)=O)C=C1F)F |r| Racemic-4-bromo-3,5-difluoro-N-(8-fluoro-6-oxo-2,4,5,6-tetrahydro-1H-pyrano[3,4-c]isoquinolin-1-yl)-N-methylbenzamide